6-[2-(methylcarbamoyl)phenylsulfanyl]-3-E-[2-(pyridin-2-yl)vinyl]indazole CNC(=O)C1=C(C=CC=C1)SC1=CC=C2C(=NNC2=C1)C=CC1=NC=CC=C1